OCCOC1=C(C=C(C=O)C=C1C)C 4-(2-hydroxyethoxy)-3,5-dimethylbenzaldehyde